methoxy-bisphenol A COC1=C(O)C=CC(=C1)C(C)(C)C1=CC=C(C=C1)O